N[C@@H](CCCNC(N)=N)C(=O)O (S)-arginine